5-[[(1S)-1-(2-amino-2-oxo-ethyl)prop-2-ynyl]carbamoyl]-5,7-dihydropyrrolo[3,4-d]pyrimidine-6-carboxylic acid tert-butyl ester C(C)(C)(C)OC(=O)N1CC=2N=CN=CC2C1C(N[C@H](C#C)CC(=O)N)=O